ClC=1C(=C2CNC(C2=C(C1)NC1=NC=C(C=C1)N1CCC(CC1)O)=O)C1=C2C(=NC=C1)N(C=C2)C 5-chloro-7-[[5-(4-hydroxy-1-piperidinyl)-2-pyridinyl]amino]-4-(1-methylpyrrolo[2,3-b]pyridin-4-yl)isoindolin-1-one